7-cyclopentyl-2-((4-((6-((2-(2,6-dioxopiperidin-3-yl)-1,3-dioxoisoindolin-4-yl)amino)hexyl)carbamoyl)-phenyl)amino)-N,N-dimethyl-7H-pyrrolo[2,3-d]pyrimidine-6-carboxamide C1(CCCC1)N1C(=CC2=C1N=C(N=C2)NC2=CC=C(C=C2)C(NCCCCCCNC2=C1C(N(C(C1=CC=C2)=O)C2C(NC(CC2)=O)=O)=O)=O)C(=O)N(C)C